ClC1(NC(C=2C(=NC=C(C21)NC(C2=CC(=CC(=C2)C(F)(F)F)F)=O)N2CC(C2)(F)F)=O)C2=C(C=CC(=C2)F)Cl N-(1-chloro-1-(2-chloro-5-fluorophenyl)-4-(3,3-difluoroazetidin-1-yl)-3-oxo-2,3-dihydro-1H-pyrrolo[3,4-c]pyridin-7-yl)-3-fluoro-5-(trifluoromethyl)benzamide